ClC1=C(CNC(=O)[C@]2(C=3C=CC=NC3[C@@](CC2)(CN2CC(C2)O)O)F)C=CC(=C1)F |o1:7,14| (5S*,8R*)-N-(2-chloro-4-fluorobenzyl)-5-fluoro-8-hydroxy-8-((3-hydroxyazetidin-yl)methyl)-5,6,7,8-tetrahydroquinoline-5-carboxamide